naphthalene-1-one C1(CC=CC2=CC=CC=C12)=O